C(CC)C1C2(N(N3N(N(CC1C3)C2)CCC)CCC)CCC tetrapropyl-tetraazaadamantane